C1(CCCCC1)C1=NC2=C(C=CC=3CCN(CC23)C(=O)OC)N1C[C@H](C(=O)O)C1=C(C=CC(=C1)F)OC (2R)-3-[2-cyclohexyl-8-(methoxycarbonyl)-3H,6H,7H,8H,9H-imidazo[4,5-h]isoquinolin-3-yl]-2-(5-fluoro-2-methoxyphenyl)propanoic acid